C(=CC)[Si](C)(C)CCl propenyl-(chloromethyl)dimethylsilane